C(CCC)OC(=O)C1=NC=2CCC[C@@H](C2C=C1)N(CCC1=C(C=CC=C1)O)CCC1=CC=C(C=C1)C(=O)OCCCC Butyl-(5S)-5-({2-[4-(butoxycarbonyl)phenyl]ethyl}[2-(2-hydroxyphenyl)ethyl]amino)-5,6,7,8-tetrahydrochinoline-2-carboxylate